methyl 2-[4-(benzyloxy) phenyl]-2-cyanoacetate C(C1=CC=CC=C1)OC1=CC=C(C=C1)C(C(=O)OC)C#N